Tert-butyl (S)-(5-amino-1-((4-(methylsulfonyl)benzyl)amino)-1,5-dioxopentan-2-yl)carbamate NC(CC[C@@H](C(=O)NCC1=CC=C(C=C1)S(=O)(=O)C)NC(OC(C)(C)C)=O)=O